2-[(2-ethyl-5-methyl-pyrazole-3-carbonyl)amino]-7-methoxy-benzimidazole-5-carboxamide C(C)N1N=C(C=C1C(=O)NC=1NC2=C(N1)C(=CC(=C2)C(=O)N)OC)C